ClC=1C=C(C=C(C1)NS(=O)(=O)C)NC(=O)C=1C=NN(C1)C1=NC=C(C=C1)N1CC=2N(CC1)C=CN2 N-(3-chloro-5-(methylsulfonamido)phenyl)-1-(5-(5,6-dihydroimidazo[1,2-a]pyrazin-7(8H)-yl)pyridin-2-yl)-1H-pyrazole-4-carboxamide